C1(=CC=CC=C1)C(N1CC(C1)O)C1=CC=CC=C1 1-(diphenylmethyl)azetidin-3-ol